S(=O)(=O)(ON1[C@@H]2CC[C@H](N(C1=O)C2)C(N)=O)OCC2(C(OC(C2)(C)C)=O)C (1R,2S,5R)-2-carbamoyl-7-oxo-1,6-diazabicyclo[3.2.1]octan-6-yl ((3,5,5-trimethyl-2-oxotetrahydrofuran-3-yl) methyl) sulfate